FC(C(=O)O)(F)F.C(C)(C)NC(=O)C1(CCNCC1)OC N-isopropyl-4-methoxy-piperidine-4-carboxamide trifluoroacetic acid salt